cobalt bis(2-ethylhexanoate) C(C)C(C(=O)[O-])CCCC.C(C)C(C(=O)[O-])CCCC.[Co+2]